2-(6'-bromo-1'-oxo-1'H-spiro[cyclopropane-1,4'-isoquinolin]-2'(3'H)-yl)acetamide BrC=1C=C2C3(CN(C(C2=CC1)=O)CC(=O)N)CC3